ClC1=NC=C(C(=N1)NC[C@@H](C)C1=CC=CC=C1)C(=O)N (S)-2-chloro-4-((2-phenylpropyl)amino)pyrimidin-5-carboxamide